N3-Methyl-1-((S)-1-phenylethyl)-N5-((tetrahydro-2H-pyran-2-yl)methyl)-1H-pyrazole-3,5-dicarboxamide CNC(=O)C1=NN(C(=C1)C(=O)NCC1OCCCC1)[C@@H](C)C1=CC=CC=C1